N-((3-benzyl-5-chlorothien-2-yl)sulfonyl)-5-(3,4-dichlorophenoxy)-1H-indole-2-carboxamide C(C1=CC=CC=C1)C1=C(SC(=C1)Cl)S(=O)(=O)NC(=O)C=1NC2=CC=C(C=C2C1)OC1=CC(=C(C=C1)Cl)Cl